FCCOCCOCC 1-(2-fluoroethoxy)-2-ethoxyethane